(R)-(3-(dimethylamino)azetidin-1-yl)(6-(4-(3-((2,5,7-trimethyl-[1,2,4]triazolo[1,5-a]pyrimidin-6-yl)oxy)pyrrolidin-1-yl)phenyl)pyridazin-3-yl)methanone CN(C1CN(C1)C(=O)C=1N=NC(=CC1)C1=CC=C(C=C1)N1C[C@@H](CC1)OC=1C(=NC=2N(C1C)N=C(N2)C)C)C